FC1=C(C=CC=C1F)C1=CN=C2N1N=CC=C2C=2C=CC(=C(C(=O)NC1=CC=C(C=C1)F)C2)C(F)(F)F 5-(3-(2,3-difluorophenyl)imidazo[1,2-b]pyridazin-8-yl)-N-(4-fluorophenyl)-2-(trifluoromethyl)benzamide